C(C)C(CN(C(CC(C)=O)=O)CC(CCCC)CC)CCCC.[Zr] zirconium N,N-bis-(2-ethylhexyl)-3-oxobutyramidate